2-(difluoromethyl)-4,5,6,7-tetrahydrothiazolo[5,4-c]pyridine FC(C=1SC=2CNCCC2N1)F